[3-(2,2-dimethyloxan-4-yl)-6-methylheptyl]({[4-(propan-2-yloxy)phenyl]methyl})amine CC1(OCCC(C1)C(CCNCC1=CC=C(C=C1)OC(C)C)CCC(C)C)C